4-chloro-3-fluoropicolinaldehyde oxime ClC1=C(C(=NC=C1)C=NO)F